BrC=1C=C2C(=CN1)NC(=C2)C(=O)O 5-bromo-1H-pyrrolo[2,3-c]pyridine-2-carboxylic acid